8-(morpholinomethyl)-4-oxo-2-phenyl-4H-chromene-3-carboxylic acid O1CCN(CC1)CC=1C=CC=C2C(C(=C(OC12)C1=CC=CC=C1)C(=O)O)=O